CC1=NN=C(N=N1)C1=CC=C(C=C1)O 4-(6-methyl-1,2,4,5-tetrazin-3-yl)phenol